C(C)OC(/C=C/C1CCN(CC1)C(=O)OC(C)(C)C)=O tert-Butyl 4-[(1E)-3-ethoxy-3-oxoprop-1-en-1-yl]piperidine-1-carboxylate